(5-benzyl-4,5-dihydroisoxazol-3-yl) (2-methylphenyl) ketone CC1=C(C=CC=C1)C(=O)C1=NOC(C1)CC1=CC=CC=C1